C(C)(C)C1=NN=C2N1N=C(C=C2S(=O)(=O)C)N[C@@H](CO)CC (2R)-2-[(3-isopropyl-8-methylsulfonyl-[1,2,4]triazolo[4,3-b]pyridazin-6-yl)amino]butan-1-ol